2-(thien-2-yl)ethanol S1C(=CC=C1)CCO